6-{7-methoxyimidazo[1,2-a]pyridin-3-yl}-N-{[4-(3-methyl-1,2,4-oxadiazol-5-yl)phenyl]methyl}pyrimidin-4-amine COC1=CC=2N(C=C1)C(=CN2)C2=CC(=NC=N2)NCC2=CC=C(C=C2)C2=NC(=NO2)C